C(C)(C)NC(O[C@H]1C[C@H](CC1)C=1NN=C(C1)NC(COCC1=C(C(=CC=C1)O)C=O)=O)=O (1R,3S)-3-(5-{2-[(2-formyl-3-hydroxyphenyl)methoxy] acetamido}-2H-pyrazol-3-yl)cyclopentyl N-isopropylcarbamate